C(C)(C)C1=C(C=CC=C1)N1/C(/SCC1=O)=N/N=C/C1=CC=C(C=C1)C1=NN(C=N1)C1=CC=C(C=C1)OC(F)(F)F (2Z)-3-(2-isopropylphenyl)-2-[(E)-[4-[1-[4-(trifluoromethoxy)phenyl]-1,2,4-triazol-3-yl]phenyl]-methylenehydrazono]thiazolidin-4-one